ClC1=C(CCNCC=2C=C(C=3N(C2)C=CN3)C=3C=C2CN(C(C2=CC3)=O)C3C(NC(CC3)=O)=O)C=CC(=C1)Cl 3-(5-(6-(((2,4-dichloro-phenethyl)amino)methyl)imidazo[1,2-a]pyridin-8-yl)-1-oxoisoindolin-2-yl)piperidine-2,6-dione